C(C)NC1=C(C=C(C=C1)S(=O)(=O)C1=CC=C(C)C=C1)S(=O)(=O)C1=CC=C(C)C=C1 N-ethyl-2,4-di(p-toluenesulfonyl)aniline